3'-chloro-2'-(5-Fluoro-2-((5-(1-methylpiperidin-4-yl)pyridin-2-yl)amino)pyrimidin-4-yl)-5'-methylspiro[cyclopropane-1,6'-thieno[2,3-c]pyrrol]-4'(5'H)-one ClC1=C(SC=2C3(N(C(C21)=O)C)CC3)C3=NC(=NC=C3F)NC3=NC=C(C=C3)C3CCN(CC3)C